1-[3-(4-Fluoro-benzyl)-3H-imidazo[4,5-b]pyridin-2-ylmethyl]-3-((S)-1-phenyl-ethyl)-urea FC1=CC=C(CN2C(=NC=3C2=NC=CC3)CNC(=O)N[C@@H](C)C3=CC=CC=C3)C=C1